3-Butylheptyl 8-((8-(heptadecan-9-yloxy)-8-oxooctyl)(3-propionamidopropyl)amino)octanoate CCCCCCCCC(CCCCCCCC)OC(CCCCCCCN(CCCCCCCC(=O)OCCC(CCCC)CCCC)CCCNC(CC)=O)=O